ClC1=C(C=C(C=C1)F)C1=CC=C(N=N1)CNC1C2CN(CC12)CCC(C)(C)C trans-N-((6-(2-chloro-5-fluoro-phenyl)pyridazin-3-yl)methyl)-3-(3,3-dimethylbutyl)-3-azabicyclo[3.1.0]hexane-6-amine